C(CCC)[C@H]1N(S(C2=C(N(C1)C1=CC=CC=C1)C=C(C(=C2)CSCC(=O)O)OC)(=O)=O)C (R)-2-(((3-butyl-7-methoxy-2-methyl-1,1-dioxido-5-phenyl-2,3,4,5-tetrahydro-1,2,5-benzothiadiazepin-8-yl)methyl)thio)acetic acid